4-(Chloromethyl)benzylalcohol ClCC1=CC=C(CO)C=C1